(S)-8-acetyl-3-(2-(4-(3-chlorophenyl)piperazin-1-yl)ethyl)-2,8-diazaspiro[4.5]decan-1-one C(C)(=O)N1CCC2(C[C@H](NC2=O)CCN2CCN(CC2)C2=CC(=CC=C2)Cl)CC1